tert-butyl (2S)-4-(benzyloxycarbonylaminomethyl)-2-methyl-4-[1-(p-tolylsulfonyloxy)ethyl]piperidine-1-carboxylate C(C1=CC=CC=C1)OC(=O)NCC1(C[C@@H](N(CC1)C(=O)OC(C)(C)C)C)C(C)OS(=O)(=O)C1=CC=C(C=C1)C